CN(C)CC(C)(C)C N,N-dimethylneopentylamine